5-(1-(2,6-dichloropyridin-4-yl)-3-methylcyclobutyl)-4H-1,2,4-triazole-3-thiol ClC1=NC(=CC(=C1)C1(CC(C1)C)C=1NC(=NN1)S)Cl